5-amino-3-(4-bromophenyl)-1-(2-oxaspiro[3.5]non-7-yl)pyrazole-4-carbonitrile NC1=C(C(=NN1C1CCC2(COC2)CC1)C1=CC=C(C=C1)Br)C#N